phenol-oxide C12(C(C=CC=C1)O2)O